trimethylammonium tetra(2,3,4,6-tetrafluorophenyl)borate FC1=C(C(=CC(=C1F)F)F)[B-](C1=C(C(=C(C=C1F)F)F)F)(C1=C(C(=C(C=C1F)F)F)F)C1=C(C(=C(C=C1F)F)F)F.C[NH+](C)C